N-butyl-2,2'-imino-bis(8-quinolinamine) C(CCC)N(C1=NC2=C(C=CC=C2C=C1)N)C1=NC2=C(C=CC=C2C=C1)N